CC=1N=C(C=2N(C1)C=C(N2)NC(=O)C=2SC(=CC2F)C2CCNCC2)C N-[6,8-dimethylimidazo[1,2-a]pyrazin-2-yl]-3-fluoro-5-(piperidin-4-yl)thiophene-2-carboxamide